CC1=NOC(=C1C=1C=C2C(=NC=NC2=CC1)N1CCC(CC1)C(=O)O)C (6-(3,5-dimethylisoxazol-4-yl)quinazoline-4-yl)piperidine-4-carboxylic acid